OCC(CCC)(C)SC1C(CC(CC1)(C)C)C(CCCC)=O 1-[2-[1-(Hydroxymethyl)-1-methyl-butyl]sulfanyl-5,5-dimethyl-cyclohexyl]pentan-1-one